butyl-cyclohexanol acrylate C(C=C)(=O)OC1(CCCCC1)CCCC